C(C)(=O)C=1C=C(C=CC1)NC(=O)NC=1C=C2C(N(C(=NC2=CC1)CN1CCCC1)CCOC)=O 1-(3-acetylphenyl)-3-(3-(2-methoxyethyl)-4-oxo-2-(pyrrolidin-1-ylmethyl)-3,4-dihydroquinazolin-6-yl)urea